FC(C(=O)O)(F)F.C1(=CC=CC=C1)NC(C1=CC(=CC=C1)C(CC#C)N1N=CC(=C1)C=1C2=C(N=CN1)NC=C2)=O N-phenyl-3-{1-[4-(7H-pyrrolo-[2,3-d]pyrimidin-4-yl)-1H-pyrazol-1-yl]but-3-yn-1-yl}-benzamide trifluoroacetate